ClC=1C=2C(N=C3N(C2C=CC1)C1=CC(=CC=C1C31CCCCC1)C1CCN(CC1)CC1CCC3(CN(C3)C3=CC(=C(C(=C3)F)C3C(NC(CC3)=O)=O)F)CC1)=O 3-(4-(7-((4-(4'-chloro-5'-oxo-5'H-spiro[cyclohexane-1,7'-indolo[1,2-a]quinazolin]-10'-yl)piperidin-1-yl)methyl)-2-azaspiro[3.5]nonan-2-yl)-2,6-difluorophenyl)piperidine-2,6-dione